(E,Z)-7,9-dodecadienol C(CCCCC\C=C\C=C/CC)O